C(CC(=O)NC(CSSCC(C(=O)O)NC(=O)CCC(C(=O)O)N)C(=O)O)C(C(=O)O)N Bis-γ-glutamylcystine